OC1=C(C=CC=2C(C3=CC=C(C(=C3CC12)O)CC(=O)O)=O)CC(=O)O 2,2'-(1,8-dihydroxy-10-oxo-9,10-dihydroanthracene-2,7-diyl)diacetic acid